C(CCCCCCCC)C1=CC=C(C=C1)P([O-])=O.[Nd+3].C(CCCCCCCC)C1=CC=C(C=C1)P([O-])=O.C(CCCCCCCC)C1=CC=C(C=C1)P([O-])=O neodymium (p-nonylphenyl)phosphinate